C12(CC3CC(CC(C1)C3)C2)C2=CC=C(C=C2)S(=O)(=O)N2C(CCCC2)C(=O)NO 1-((4-((3r,5r,7r)-adamantane-1-yl)phenyl)sulfonyl)-N-hydroxypiperidine-2-carboxamide